O-(6-(3,5-bis(chloromethyl)phenoxy)hexyl)hydroxylammonium 2,2,2-trifluoroacetate FC(C(=O)[O-])(F)F.ClCC=1C=C(OCCCCCCO[NH3+])C=C(C1)CCl